N,N-dimethyl-4-((phenylimino)methyl)aniline CN(C1=CC=C(C=C1)C=NC1=CC=CC=C1)C